C(C)(C)(C)OC(=O)NC=1C=C(N(C1)C)C(=O)O 4-[(tert-Butoxycarbonyl)amino]-1-methylpyrrole-2-carboxylic acid